Benzyl methacrylat C(C(=C)C)(=O)OCC1=CC=CC=C1